2-[[2-chloro-4-(trifluoromethyl)-phenoxy]methyl]-α-(methoxymethylene)benzeneacetate ClC1=C(OCC2=C(C=CC=C2)C(C(=O)[O-])=COC)C=CC(=C1)C(F)(F)F